2-methyl-1,2,5,6-tetrahydropyridine-1,3-dicarboxylic acid 1-tert-butyl 3-ethyl ester C(C)OC(=O)C=1C(N(CCC1)C(=O)OC(C)(C)C)C